S(=O)(=O)(C1=CC=C(C)C=C1)NC(NC1=C(C=CC=C1)NS(=O)(=O)C1=C(C=C(C=C1C)C)C)=O N-(2-(3-Tosylureido)phenyl)-2,4,6-trimethylbenzenesulfonamide